4-{4-[3-(2-hydroxy-2-methylpropanamido)pyrrolidin-1-yl]-2-oxo-2,3-dihydro-1H-1,3-benzodiazol-1-yl}-N-(3-methoxy-4-methylphenyl)cyclohexane-1-carboxamide OC(C(=O)NC1CN(CC1)C1=CC=CC=2N(C(NC21)=O)C2CCC(CC2)C(=O)NC2=CC(=C(C=C2)C)OC)(C)C